ClC1=CC=C(C(=N1)C1(COCC1)O)NC 3-[6-Chloro-3-(methylamino)pyridin-2-yl]tetrahydrofuran-3-ol